ethyl 6-bromo-4-(dimethylaminomethyl)-5-hydroxy-1-methyl-2-(p-tolylsulfanylmethyl)indole-3-carboxylate BrC1=C(C(=C2C(=C(N(C2=C1)C)CSC1=CC=C(C=C1)C)C(=O)OCC)CN(C)C)O